C(C)OC(=O)C(CCC(C(=O)O)(C1=CC=C(C=C1)F)C1=C(C=CC=C1)F)(CCCC(=O)O)C(=O)OCC 5,5-bis(ethoxycarbonyl)-2-(2-fluorophenyl)-2-(4-fluorophenyl)azelaic acid